N-(5-chloroisoquinolin-4-yl)-1,1-diphenylmethanimine hydrobromide Br.ClC1=C2C(=CN=CC2=CC=C1)N=C(C1=CC=CC=C1)C1=CC=CC=C1